NC(C)(O)OCC amino(ethoxy)ethanol